2-Methyl 6-(1-(3-(1H-pyrazol-1-yl)propanoyl)-1,2,5,6-tetrahydropyridin-3-yl)-7-fluoro-4-(4,4,5,5-tetramethyl-1,3,2-dioxaborolan-2-yl)-1H-indole-2-carboxylate N1(N=CC=C1)CCC(=O)N1CC(=CCC1)C1=CC(=C2C=C(NC2=C1F)C(=O)OC)B1OC(C(O1)(C)C)(C)C